BrC1=C(C(=CC(=C1)Br)Br)N=[N+]=[N-] 2,4,6-tribromophenyl azide